CC=1C=C(C2=C(SC3=C2N=CN=C3C3CCN(CC3)C(=O)C3OCCC3)N1)C (4-(7,9-dimethylpyrido[3',2':4,5]thieno[3,2-d]pyrimidin-4-yl)piperidin-1-yl)(tetrahydrofuran-2-yl)methanone